NC1=C(C2=C(OC(C(OC2)([2H])[2H])([2H])[2H])S1)C(=O)C1=C(C=CC=C1F)F (7-amino-2,2,3,3-tetradeuterio-5H-thieno[2,3-e][1,4]dioxepin-6-yl)-(2,6-difluorophenyl)methanone